C(C)(C)(C)OC(N(C)C1COC(C=2N=C(C=3C=C(C(=CC3C21)F)F)OC)O)=O N-(8,9-difluoro-4-hydroxy-6-methoxy-2,4-dihydro-1H-pyrano[3,4-c]isoquinolin-1-yl)-N-methyl-carbamic acid tert-butyl ester